5-bromo-6-methoxy-8-methylquinoline BrC1=C2C=CC=NC2=C(C=C1OC)C